CC1=C(N=C2N(C1=O)C=C(C=C2[C@@H](C)NC2=C(C(=O)O)C=CC=C2)C)N2CCC(CC2)N2N=CC(=C2)C (R)-2-((1-(3,7-dimethyl-2-(4-(4-methyl-1H-pyrazol-1-yl)piperidin-1-yl)-4-oxo-4H-pyrido[1,2-a]pyrimidin-9-yl)ethyl)amino)benzoic acid